tert-butyl (3S)-4-{6-[(5-bromo-2-methoxypyridin-3-yl)amino]pyridin-3-yl}-3-methylpiperazine-1-carboxylate BrC=1C=C(C(=NC1)OC)NC1=CC=C(C=N1)N1[C@H](CN(CC1)C(=O)OC(C)(C)C)C